bis(2-hydroxyethyl)-dimethyl-ammonium chloride [Cl-].OCC[N+](C)(C)CCO